sulfonium urea salt NC(=O)N.[SH3+]